C1=CC=CC=2C3=CC=CC=C3C(C12)COC(=O)N[C@H](C(C)C)C(=O)[O-] N-[(9H-fluoren-9-ylmethoxy)carbonyl]-D-valinate